N-cyclopropyl-5-(4-(3-(5-(difluoromethyl)-6-oxo-1,6-dihydropyrimidin-2-yl)cyclopent-2-en-1-yl)piperazin-1-yl)-6-fluoropicolinamide C1(CC1)NC(C1=NC(=C(C=C1)N1CCN(CC1)C1C=C(CC1)C=1NC(C(=CN1)C(F)F)=O)F)=O